3-(2-Boronoethyl)-2-hydroxy-6-[(1-{[5-(hydroxymethyl)-1H-1,2,3-triazol-1-yl]acetyl}azetidin-3-yl)oxy]benzoic acid B(O)(O)CCC=1C(=C(C(=O)O)C(=CC1)OC1CN(C1)C(CN1N=NC=C1CO)=O)O